BrC1=CC=C(N=N1)N1C(C(CC1)CC1=CC=C(C=C1)Cl)=O 1-(6-bromopyridazin-3-yl)-3-(4-chlorobenzyl)pyrrolidin-2-one